1,2-Di-p-tolylethane C1(=CC=C(C=C1)CCC1=CC=C(C=C1)C)C